BrC=1C=C(C=NC1)NC1=NC=C(C(=N1)N1CCCCC1)Cl N-(5-bromo-3-pyridyl)-5-chloro-4-(1-piperidyl)pyrimidin-2-amine